trinitrotrimethylenetriamine C1N(CN(CN1[N+](=O)[O-])[N+](=O)[O-])[N+](=O)[O-]